tert-butyl N-[3-[3-[(5-cyano-2-pyridinyl) amino] azetidin-1-yl]-3-oxopropyl]-N-methylcarbamate C(#N)C=1C=CC(=NC1)NC1CN(C1)C(CCN(C(OC(C)(C)C)=O)C)=O